2-[4-[(E)-3-(4-Methylsulfanylphenyl)prop-2-enoyl]phenoxy]propanoic acid CSC1=CC=C(C=C1)/C=C/C(=O)C1=CC=C(OC(C(=O)O)C)C=C1